(S)-2-isopropyl-4-(5-(trifluoromethyl)pyrimidin-2-yl)piperazine-1-carboxylic acid tert-butyl ester C(C)(C)(C)OC(=O)N1[C@H](CN(CC1)C1=NC=C(C=N1)C(F)(F)F)C(C)C